N-[2-chloro-6-trifluoromethyl-4-(6-trifluoromethyl-3,4-dihydro-1H-isoquinolin-2-yl)-phenyl]-3,3-dimethylbutanamide ClC1=C(C(=CC(=C1)N1CC2=CC=C(C=C2CC1)C(F)(F)F)C(F)(F)F)NC(CC(C)(C)C)=O